N-[4-(1-{[2-(methylsulfanyl)pyridin-3-yl]carbonyl}piperidin-4-yl)butyl]thieno[2,3-c]pyridine-2-carboxamide CSC1=NC=CC=C1C(=O)N1CCC(CC1)CCCCNC(=O)C1=CC=2C(=CN=CC2)S1